Amino-2-((1S,3R)-3-((5-bromopyrimidin-2-yl)amino)cyclohexyl)isoindolin-1-one NC1N(C(C2=CC=CC=C12)=O)[C@@H]1C[C@@H](CCC1)NC1=NC=C(C=N1)Br